C1(=CC=CC=C1)C1=NN=C(O1)C(=O)OCC ethyl 5-phenyl-1,3,4-oxadiazole-2-carboxylate